ClC1=C(C=CC=C1Cl)C1=NNC=2C1=NC=C(C2)C2[C@@H](CCC2)N (1R)-2-(3-(2,3-dichlorophenyl)-1H-pyrazolo[4,3-b]pyridin-6-yl)cyclopentan-1-amine